[Cl-].C(C)OP(=O)(OC1=CC=C(C=C1)[N+](=O)[O-])CCOCCOCCOCCOCCOCC[NH3+] 17-(ethoxy(4-nitrophenoxy)phosphoryl)-3,6,9,12,15-pentaoxaheptadecan-1-aminium chloride